(3-aminopyrrolidin-1-yl)(3-{2-[(3,5-dimethylphenyl)amino]pyrimidin-4-yl}-1-methyl-1H-pyrazol-5-yl)methanone NC1CN(CC1)C(=O)C1=CC(=NN1C)C1=NC(=NC=C1)NC1=CC(=CC(=C1)C)C